cyclohexa-3,5-diene-1,2-dione C1(C(C=CC=C1)=O)=O